7-(methoxymethyl)-5-methyl-4-(o-tolyl)-2H-chromen-2-one COCC1=CC(=C2C(=CC(OC2=C1)=O)C1=C(C=CC=C1)C)C